1-{imidazo[1,2-a]pyridin-7-yl}methanamine dihydrochloride Cl.Cl.N=1C=CN2C1C=C(C=C2)CN